C(=O)C1=C(C=NN1C)C1=NC=C(C=N1)O[C@@H]1C[C@H](CCC1)C(=O)OC(C)C isopropyl (1S,3S)-3-((2-(5-formyl-1-methyl-1H-pyrazol-4-yl)pyrimidin-5-yl)oxy)cyclohexane-1-carboxylate